COC1=CC=2C=3C=C4C(=C(C3N(C2C=C1)C)C)C=CN=C4C#N 9-methoxy-5,6-dimethyl-6H-pyrido[4,3-b]carbazole-1-carbonitrile